(3R,5R,8R,9S,10S,13S,14S,17R)-3-isopropyl-10,13-dimethyl-17-((2S,3S)-4,4,4-trifluoro-3-hydroxybutan-2-yl)hexadecahydro-1H-cyclopenta[a]phenanthren-3-ol C(C)(C)[C@]1(CC[C@@]2([C@H]3CC[C@@]4([C@H](CC[C@H]4[C@@H]3CC[C@@H]2C1)[C@H](C)[C@@H](C(F)(F)F)O)C)C)O